C(CC(O)(C(=O)O)CC(=O)[O-])(=O)[O-].[K+].[K+] Dikalium citrat